2,4-dihydroxy-6-methoxy-3-methylacetophenone CC1=C(C(=C(C=C1O)OC)C(=O)C)O